C1(CC1)C(C(C)(C)O)N1C(C2=C(C=CC=C2C1)O)=O 2-(1-Cyclopropyl-2-hydroxy-2-methylpropyl)-7-hydroxyisoindolin-1-one